tert-butyl (R)-(3-(4-methyl-1,1-dioxido-3,4-dihydro-2H-benzo[b][1,4,5]oxathiazepin-7-yl)propyl)carbamate C[C@@H]1CNS(C2=C(O1)C=C(C=C2)CCCNC(OC(C)(C)C)=O)(=O)=O